ClC1=C(C=CC(=N1)C#N)C=1C=NN(C1)CC1(CC1)C(F)(F)F 6-chloro-5-(1-((1-(trifluoromethyl)cyclopropyl)methyl)-1H-pyrazol-4-yl)picolinonitrile